N1C[C@H](CCCC1)NC=1N=CC2=C(N1)C(=NC(=C2)C#N)NC(C)C (S)-2-(azepan-3-ylamino)-8-(isopropylamino)pyrido[3,4-d]pyrimidine-6-carbonitrile